O=C1C2(CCCC1)CCCC=1C(=NOC12)C#N oxo-5,6-dihydro-4H-spiro[benzo[d]isoxazole-7,1'-cyclohexane]-3-carbonitrile